FC(C1=NC(=NO1)C1=CC=C(C=N1)N=S1(CCOCC1)=O)(F)F 4-((6-(5-(trifluoromethyl)-1,2,4-oxadiazol-3-yl)pyridin-3-yl)imino)-1,4λ6-oxathiane 4-oxide